C(C)(C)C=1C(=NNC1C=1C=C(C=2N(C1)N=CN2)OC)C2=CC(=C(C=N2)C2CCC(CC2)NCCOC)C 4-(6-(4-isopropyl-5-(8-methoxy-[1,2,4]triazolo[1,5-a]pyridin-6-yl)-1H-pyrazol-3-yl)-4-methylpyridin-3-yl)-N-(2-methoxyethyl)cyclohexan-1-amine